4-(4-cyclohexyl-2-methyl-5-oxazolyl)-2-fluorobenzenesulfonamide C1(CCCCC1)C=1N=C(OC1C1=CC(=C(C=C1)S(=O)(=O)N)F)C